5-isoindolin-2-yl-pyridazin-3-one C1N(CC2=CC=CC=C12)C1=CC(NN=C1)=O